C1(CC1)NC(CCN1C=CC2=CC(=CC=C12)N1C(NC2=C(C1=O)C1=C(S2)CCCC1)=O)=O N-Cyclopropyl-3-(5-(2,4-dioxo-1,4,5,6,7,8-hexahydrobenzo[4,5]thieno[2,3-d]pyrimidin-3(2H)-yl)-1H-indol-1-yl)propanamide